3-(1,1-difluoro-2-(3-fluoro-4-hydroxypiperidin-1-yl)-2-oxoethyl)-4-fluoro-N-(4-fluoro-3-methylphenyl)benzamide FC(C(=O)N1CC(C(CC1)O)F)(F)C=1C=C(C(=O)NC2=CC(=C(C=C2)F)C)C=CC1F